tin bismuth gallium zinc [Zn].[Ga].[Bi].[Sn]